N-(2-(4-(4-chloro-1-(4-hydroxyphenyl)-2-phenylbut-1-en-1-yl)phenoxy)ethyl)-2-((2-(2,6-dioxopiperidin-3-yl)-1,3-dioxoisoindolin-4-yl)thio)acetamide ClCCC(=C(C1=CC=C(C=C1)O)C1=CC=C(OCCNC(CSC2=C3C(N(C(C3=CC=C2)=O)C2C(NC(CC2)=O)=O)=O)=O)C=C1)C1=CC=CC=C1